N-(4-methoxybenzyl)-N-methyl-3-(2-methyl-5-((1-methyl-2-(trifluoromethyl)-1H-imidazol-4-yl)amino)pyridin-3-yl)-1,6-naphthyridin-7-amine COC1=CC=C(CN(C2=NC=C3C=C(C=NC3=C2)C=2C(=NC=C(C2)NC=2N=C(N(C2)C)C(F)(F)F)C)C)C=C1